(2S,2'S)-5-((E)-2-((1R,5S)-6,6-dimethyl-4-oxobicyclo[3.1.1]hept-2-en-2-yl) vinyl)-3-methoxy-1,2-phenylene bis(2-amino-3-methylbutanoate) N[C@H](C(=O)OC1=C(C(=CC(=C1)\C=C\C=1[C@H]2C([C@@H](C(C1)=O)C2)(C)C)OC)OC(C(C(C)C)N)=O)C(C)C